N-(4-(benzyloxy)-3-chloro-5-methoxybenzyl)cyclopentylamine C(C1=CC=CC=C1)OC1=C(C=C(CNC2CCCC2)C=C1OC)Cl